(S)-2-(2-((3bS,4aR)-3-(difluoromethyl)-5,5-difluoro-3b,4,4a,5-tetrahydro-1H-cyclopropa[3,4]cyclopenta[1,2-c]pyrazol-1-yl)acetamido)-3-(3,5-difluorophenyl)propanoic acid FC(C=1C2=C(N(N1)CC(=O)N[C@H](C(=O)O)CC1=CC(=CC(=C1)F)F)C([C@H]1[C@@H]2C1)(F)F)F